tert-butyl N-methyl-N-pentadecanoylglycinate CN(CC(=O)OC(C)(C)C)C(CCCCCCCCCCCCCC)=O